C(C(C)C)(=O)O[C@@H]1[C@H](O[C@H]([C@]1(C)F)N1C2=NC(=NC(=C2N=C1)OCC)N)COP1(OCC(CO1)CC(=O)OC(C)C)=O (2R,3R,4R,5R)-5-(2-amino-6-ethoxy-9H-purin-9-yl)-4-fluoro-2-(((5-(2-isopropoxy-2-oxoethyl)-2-oxo-1,3,2-dioxaphosphorinan-2-yl) oxy) methyl)-4-methyltetrahydrofuran-3-yl Isobutyrate